P(=O)(OCC(C(CCCC)(F)F)=O)([O-])[O-] (3,3-difluoro-2-oxoheptyl) phosphate